N(=[N+]=[N-])[C@H]1[C@H](O[Si](C)(C)C(C)(C)C)O[C@@H]([C@H]([C@@H]1O)O)COC(C1=C(C=CC(=C1OC)Cl)Cl)=O tert-butyldimethylsilyl 2-azido-2-deoxy-6-O-(2,5-dichloro-6-methoxybenzoyl)-β-D-glucopyranoside